N-(5-Bromo-2-((2-(dimethylamino)ethoxy)methyl)pyridin-3-yl)methanesulfonamide BrC=1C=C(C(=NC1)COCCN(C)C)NS(=O)(=O)C